Tert-butyl 4-((4-(difluoromethoxy)phenyl)(4-methoxypyridin-3-yl)amino)piperidine-1-carboxylate FC(OC1=CC=C(C=C1)N(C1CCN(CC1)C(=O)OC(C)(C)C)C=1C=NC=CC1OC)F